OCC1OC(C2=CC=C(C=C12)NC(N)=O)=O 3-(3-(hydroxymethyl)-1-oxo-1,3-dihydroisobenzofuran-5-yl)urea